Cl.NC1CC(C1)(C)C1=C(C#N)C=CC(=C1)Cl 2-((cis)-3-amino-1-methylcyclobutyl)-4-chlorobenzonitrile hydrochloride